N-(2-fluoro-3-hydroxy-indan-5-yl)acrylamide FC1CC2=CC=C(C=C2C1O)NC(C=C)=O